N-((S)-chroman-4-yl)-3-(((S)-3-(5-(pyridin-4-yl)-4H-1,2,4-triazol-3-yl)pyrrolidin-3-yl)amino)benzamide O1CC[C@@H](C2=CC=CC=C12)NC(C1=CC(=CC=C1)N[C@@]1(CNCC1)C1=NN=C(N1)C1=CC=NC=C1)=O